C(C1=CC=CC=C1)OC(N(CC1=CC=C(C=C1)OC)C1=NC2=CC(=CC=C2C=C1Br)I)=O benzyl(3-bromo-7-iodoquinolin-2-yl)(4-methoxybenzyl)carbamate